C(C)(C)(C)N(C(O)=O)[C@@H](C)C=1SC(=NN1)C1=CC=CC=C1.C1(=CC=CC=C1)C1=NN=C(S1)[C@H](C)NC(OC(C)(C)C)=O tert-butyl (S)-(1-(5-phenyl-1,3,4-thiadiazol-2-yl)ethyl)carbamate tert-butyl-(S)-(1-(5-phenyl-1,3,4-thiadiazol-2-yl)ethyl)carbamate